OC(C(=O)O)C(C(C(C(=O)O)O)O)O 2,3,4,5-tetrahydroxyhexanedioic acid